CN1C(=NN=C1)CC1(COC1)C=1C=C(C=CC1)N1C(C2=CC(=CC(=C2C1)C(F)(F)F)N1CCOCC1)=O 2-(3-(3-((4-Methyl-4H-1,2,4-triazol-3-yl)methyl)oxetan-3-yl)phenyl)-6-morpholino-4-(trifluoromethyl)isoindolin-1-one